(2R,6R)-6-(isobutylsulfanyl)-2-methyl-2H-pyran-3(6H)-one C(C(C)C)S[C@@H]1C=CC([C@H](O1)C)=O